(2R,3S)-3-phenylazepine-2-carboxylic acid ethyl ester C(C)OC(=O)C=1NC=CC=CC1C1=CC=CC=C1